Cl.C1(=CC=CC=C1)C(C1=CC=CC=C1)(C1=CC=CC=C1)C1=CC=CC=C1 tetraphenylmethane hydrochloride